pent-3-yn-1-yl 4-methylbenzenesulfonate CC1=CC=C(C=C1)S(=O)(=O)OCCC#CC